CC1(C(C(C2=CC(=CC=C12)C)(C)C)C)C 1,1,2,3,3,5-hexamethylindane